OC[C@@H]1N(CCN(C1)C1=C2C(=NC=C1)N(CC2)C(NC2=CC1=CN(N=C1C=C2OC)C)=O)C(=O)OC(C)(C)C tert-butyl (R)-2-(hydroxymethyl)-4-(1-((6-methoxy-2-methyl-2H-indazol-5-yl)carbamoyl)-2,3-dihydro-1H-pyrrolo[2,3-b]pyridin-4-yl)piperazine-1-carboxylate